3-Bocaminopiperidine C(=O)(OC(C)(C)C)NC1CNCCC1